2-[(1,5-dimethyl-1H-indol-3-yl)methyl]aniline CN1C=C(C2=CC(=CC=C12)C)CC1=C(N)C=CC=C1